1-[2-(dimethylamino)acetyl]piperidin CN(CC(=O)N1CCCCC1)C